N-(Furan-2-ylmethyl)acrylamide O1C(=CC=C1)CNC(C=C)=O